C(C)(C)(C)OP(=O)(OC[C@@H](COC\C=C\CCCCCCCCCCCCCCC)O[Si](C)(C)C(C)(C)C)OCCNC(OC(C)(C)C)=O tert-butyl (2-((tert-butoxy((R)-2-((tert-butyldimethylsilyl)oxy)-3-(((E)-octadeca-2-en-1-yl)oxy)propoxy)phosphoryl)oxy)ethyl)carbamate